CN1N=C(C(=C1)C(=O)NC1=C2[C@H](CC(C2=CC=C1)(C)C)C)C 1,3-dimethyl-N-[(3S)-1,1,3-trimethyl-2,3-dihydro-1H-inden-4-yl]-1H-pyrazole-4-carboxamide